C(=O)(O)C1=NN(C=2C3(CCCC12)CC3)C=3C=[N+](C=CN3)[O-] 3-(3'-carboxy-5',6'-dihydrospiro[cyclopropane-1,7'-indazole]-1'(4'H)-yl)pyrazine 1-oxide